4-{[3-(2-aminobenzo[d]thiazol-6-yl)-3-(3-bromophenyl)-1H-pyrazol-1-yl]methyl}-N-hydroxybenzoamide NC=1SC2=C(N1)C=CC(=C2)C2(NN(C=C2)CC2=CC=C(C(=O)NO)C=C2)C2=CC(=CC=C2)Br